FC(C=1C=CC=2N(N1)C(=CN2)C2=CC(=NC=C2)N2CC(OCC2)CCO)F 2-(4-(4-(6-(Difluoromethyl)imidazo[1,2-b]pyridazin-3-yl)pyridin-2-yl)morpholin-2-yl)ethanol